ClC(C1=NC(=NC(=N1)C(Cl)(Cl)Cl)C=CC1=CC(=C(C=C1)OC)OC)(Cl)Cl 2,4-bis(trichloromethyl)-6-[2-(3,4-dimethoxyphenyl)vinyl]-1,3,5-triazine